4-fluoro-N-[4-fluoro-5-(2-morpholin-4-ylpyrimidin-5-yl)-2-[rac-(3R,5S)-3,4,5-trimethylpiperazin-1-yl]phenyl]-3-methoxybenzamide FC1=C(C=C(C(=O)NC2=C(C=C(C(=C2)C=2C=NC(=NC2)N2CCOCC2)F)N2C[C@H](N([C@H](C2)C)C)C)C=C1)OC |r|